C(C)(C)(C)OC(N(C)[C@@H]1CC[C@H](CC1)C#C)=O (trans-4-ethynylcyclohexyl)(methyl)carbamic acid tert-butyl ester